Water copper [Cu].O